FC1=C(C=CC(=C1)N1N=C(C=C1)CO)NC1=NC=C2C=CC(=NC2=C1)C(CO)C1CCN(CC1)C 2-[7-([2-fluoro-4-[3-(hydroxymethyl)pyrazol-1-yl]phenyl]amino)-1,6-naphthyridin-2-yl]-2-(1-methylpiperidin-4-yl)ethanol